C(#N)C1(CC1)NS(=O)(=O)C=1C=C(C=2N(C1)C(=NC2)C=2SC(=NN2)C(F)(F)F)N2CCC(CC2)C(=O)N(C)C 1-(6-(N-(1-cyanocyclopropyl)sulfamoyl)-3-(5-(trifluoromethyl)-1,3,4-thiadiazol-2-yl)imidazo[1,5-a]pyridin-8-yl)-N,N-dimethylpiperidine-4-carboxamide